C(C)(C)(C)OC(=O)N[C@H]([C@@H]1CO1)CC1=CC=CC=C1 (2R,3S)-1,2-epoxy-3-tert-butyloxycarbonylamino-4-phenylbutane